FC(C)(F)C1=NC(=CC(=N1)NC1=CC(=NC=C1OCCCF)NC(C)=O)C N-(4-((2-(1,1-difluoroethyl)-6-methylpyrimidin-4-yl)amino)-5-(3-fluoropropoxy)pyridin-2-yl)acetamide